[Si](C)(C)(C(C)(C)C)OC12CCC(CC1)(CC2)COC2=NN=C(S2)NC(=O)C2=CN=NC=C2C2=C(C=CC(=C2)Cl)OC N-(5-((4-((tert-butyldimethylsilyl)oxy)bicyclo(2.2.2)octan-1-yl)methoxy)-1,3,4-thiadiazol-2-yl)-5-(5-chloro-2-methoxyphenyl)pyridazine-4-carboxamide